NC1=NC=CC2=C1C(=NN2[C@H]2C[C@@H](N(C2)C(=O)OC(C)(C)C)COC)C#CC2=CC1=C(N(C=N1)C1CC1)C=C2 (2R,4S)-tert-butyl 4-(4-amino-3-((1-cyclopropyl-1H-benzo[d]imidazol-5-yl)ethynyl)-1H-pyrazolo[4,3-c]pyridin-1-yl)-2-(methoxymethyl)pyrrolidine-1-carboxylate